C(C)(C)(C)OC(N(CC1=NNC(C2=C(C=C(C=C12)C=1C=NN(C1C1=C(C2=CC=CC=C2C=C1F)C#N)C)C#N)=O)C(=O)OC(C)(C)C)=O (tert-Butoxycarbonyl)((5-cyano-7-(5-(1-cyano-3-fluoronaphthalen-2-yl)-1-methyl-1H-pyrazol-4-yl)-4-oxo-3,4-dihydrophthalazin-1-yl)methyl)carbamic acid tert-butyl ester